4-(4'-phenoxybutoxy)phthalic acid O(C1=CC=CC=C1)CCCCOC=1C=C(C(C(=O)O)=CC1)C(=O)O